ClC1=C(C=C2C(=CC(N(C2=N1)C=1C(=NC=NC1C)C(C)C)=O)O)F 7-chloro-6-fluoro-4-hydroxy-1-(4-isopropyl-6-methylpyrimidin-5-yl)-1,8-naphthyridin-2(1H)-one